C(CCCCCCCCCC)OC1=C(C=C(C=C1)N=NC1=CC=C(C=C1)OCCCCCCCCCCC)C 4,4'-di(undecyloxy)-3-methylazobenzene